O.CC1=CC=C(C=C1)S(=O)(=O)O p-methylphenyl-sulfonic acid hydrate